C[C@@H]([C@]12CCCN3[C@H]1[C@]4(CC3)C5=CC=CC=C5NC4=C(C2)C(=O)OC)O The molecule is a monoterpenoid indole alkaloid that is (+)-vincadifformine which carries a hydroxy group at position 19S. A natural product found in several plant species including Alstonia venenata and Catharanthus trichophyllus. It has a role as a plant metabolite. It is a methyl ester, an Aspidosperma alkaloid, an alkaloid ester, a monoterpenoid indole alkaloid, an organic heteropentacyclic compound, a secondary alcohol, a secondary amino compound and a tertiary amino compound. It is a conjugate base of a (+)-minovincinine(1+). It is an enantiomer of a (-)-minovincinine.